C(C)(C)(C)OCC1C(N(CC(N1CC1=CC=C(C=C1)C(F)(F)F)=O)C1=C(C=C(C#N)C=C1)F)=O 4-(3-(tert-butoxymethyl)-2,5-dioxo-4-(4-(trifluoro-methyl)benzyl)piperazin-1-yl)-3-fluorobenzonitrile